4-((4-(4-((tert-Butoxycarbonyl)amino)-2-oxopyrrolidin-1-yl)phenyl)sulfonyl)piperazine-1-carboxylic acid benzyl ester C(C1=CC=CC=C1)OC(=O)N1CCN(CC1)S(=O)(=O)C1=CC=C(C=C1)N1C(CC(C1)NC(=O)OC(C)(C)C)=O